C(C)(C)(C)OC(=O)O[C@@H]1[C@H]([C@H](N(C1)C(=O)OC(C)(C)C)CC1=CC=C(C=C1)C1=CC(=C(C=C1)F)F)OC(=O)OC1=CC=C(C=C1)[N+](=O)[O-] tert-butyl (2R,3S,4S)-4-[(tert-butoxycarbonyl)oxy]-2-({3',4'-difluoro-[1,1'-biphenyl]-4-yl}methyl)-3-[(4-nitrophenoxycarbonyl)oxy]pyrrolidine-1-carboxylate